OCC1C(C1C)C(=O)NC=1N=CC2=C(C=C(C=C2C1)C=1C=NC=CC1C)NC(OC(C)(C)C)=O tert-Butyl 3-(2-(hydroxymethyl)-3-methylcyclopropanecarboxamido)-6-(4-methylpyridin-3-yl)isoquinolin-8-ylcarbamate